The molecule is a nucleotide sugar used as a donor by glycosyltransferases for the synthesis of sugar chains It has a role as a mouse metabolite. It derives from a N-acetyl-beta-neuraminic acid. It is a conjugate acid of a CMP-N-acetyl-beta-neuraminate(2-). CC(=O)N[C@@H]1[C@H](C[C@](O[C@H]1[C@@H]([C@@H](CO)O)O)(C(=O)O)OP(=O)(O)OC[C@@H]2[C@H]([C@H]([C@@H](O2)N3C=CC(=NC3=O)N)O)O)O